oxazol-5-ylmethyl (4-(1-(cyclopropanecarboxamido)ethyl)phenyl)carbamate C1(CC1)C(=O)NC(C)C1=CC=C(C=C1)NC(OCC1=CN=CO1)=O